N1-Benzyl-N1-ethyl-propane-1,3-diamine C(C1=CC=CC=C1)N(CCCN)CC